C(=O)(O)CCC1=C(C=CC=C1)B(O)O (2-carboxyethyl)-benzenboronic acid